N-(3-(dimethylamino)propyl)butanesulfonamide CN(CCCNS(=O)(=O)CCCC)C